Cl.NC1CC(C1)O 3-aminocyclobutane-1-ol hydrogen chloride